3-(bis-(tert-butoxycarbonyl)amino)-5-(3,4-dimethylphenyl)-2-(methoxycarbonyl)pyridine 1-oxide C(C)(C)(C)OC(=O)N(C=1C(=[N+](C=C(C1)C1=CC(=C(C=C1)C)C)[O-])C(=O)OC)C(=O)OC(C)(C)C